FC(C(=O)[O-])(F)F.C(C)[NH+](C)C ethyl-N,N-dimethylammonium trifluoroacetate